(S)-3-((3-(methylcarbamoyl)-7-(trifluoromethyl)thieno[3,2-b]pyridin-5-yl)oxy)pyrrolidine-1-carboxylic acid 1,3-difluoropropan-2-yl ester FCC(CF)OC(=O)N1C[C@H](CC1)OC1=CC(=C2C(=N1)C(=CS2)C(NC)=O)C(F)(F)F